CC1(C2=CC=CC=C2C=2C=CC(=CC12)N(C1=CC2=C(C=C1)C1=CC=CC=C1C21CC(C2=CC(=CC(=C12)C)C)(C)C)C1=CC=2C(C3=CC=CC=C3C2C=C1)(C)C)C N,N-bis(9,9-dimethyl-9H-fluoren-2-yl)-3',3',5',7'-tetramethyl-2',3'-dihydrospiro[fluorene-9,1'-inden]-2-amine